4-(3-aminopyrrolidin-1-yl)-N-(4-ethynylbenzo[d]thiazol-2-yl)-2,6-difluorobenzamide NC1CN(CC1)C1=CC(=C(C(=O)NC=2SC3=C(N2)C(=CC=C3)C#C)C(=C1)F)F